3-[4-(Hydroxymethyl)phenoxy]propionic acid OCC1=CC=C(OCCC(=O)O)C=C1